3-[4-(3-methoxyphenyl)imidazol-1-yl]-1-[(4-methoxyphenyl)methyl]piperidine-2,6-dione COC=1C=C(C=CC1)C=1N=CN(C1)C1C(N(C(CC1)=O)CC1=CC=C(C=C1)OC)=O